C(C)(=O)O.CC1OCCC1N 2-methyltetrahydrofuran-3-amine acetate